P(O)(O)=O.P(=O)(O)(O)O hydrogen phosphate (hydrogen phosphonate)